C(C)OC(=O)C=1N=C(SC1N(CC)C1=NC(=NC=C1[N+](=O)[O-])Cl)C 5-((2-Chloro-5-nitropyrimidin-4-yl)(ethyl)amino)-2-methylthiazole-4-carboxylic acid ethyl ester